3-benzyl-methoxy-2-chloropropionic acid potassium salt [K+].C(C1=CC=CC=C1)CC(C(=O)[O-])(Cl)OC